6-((cyclopropylmethyl)(methyl)amino)-4-hydroxypyridazin-3(2H)-one C1(CC1)CN(C=1C=C(C(NN1)=O)O)C